2-[(2-chloro-3-fluoro-benzoyl)amino]-4-[3-phenylpropyl-[4-(5,6,7,8-tetrahydro-1,8-naphthyridin-2-yl)butyl]amino]butanoic acid ClC1=C(C(=O)NC(C(=O)O)CCN(CCCCC2=NC=3NCCCC3C=C2)CCCC2=CC=CC=C2)C=CC=C1F